C(C(C)(C)C)(=O)OCN1C(NC(C1=O)(C1CC1)CCC(=O)N1CC2=CC(=C(C=C2C1)Cl)C(F)(F)F)=O (4-(3-(5-chloro-6-(trifluoromethyl)isoindolin-2-yl)-3-oxopropyl)-4-cyclopropyl-2,5-dioxoimidazolidin-1-yl)methyl pivalate